CC1=NC(=CC(=N1)OC1CCC(CC1)C(F)(F)F)[Sn](C)(C)C 2-methyl-4-{[(1r,4r)-4-(trifluoromethyl)cyclohexyl]oxy}-6-(trimethyl-stannyl)pyrimidine